C1(=CC=CC=C1)CS(=O)(=O)NC1=C(O[C@H]2CN(CC2)C(=O)OC(C)(C)C)C=CC(=C1)C(=O)N1CCC(CC1)C1=CC=C(C=C1)OC=1N=NC(=CC1)C(F)(F)F tert-butyl (R)-3-(2-((phenylmethyl)sulfonamido)-4-(4-(4-((6-(trifluoromethyl)pyridazin-3-yl)oxy)-phenyl)piperidine-1-carbonyl)phenoxy)pyrrolidine-1-carboxylate